((S)-6,8-dichloro-1-methyl-3,4-dihydroisoquinolin-2(1H)-yl)(thiomorpholin-2-yl)methanone ClC=1C=C2CCN([C@H](C2=C(C1)Cl)C)C(=O)C1CNCCS1